4,6-dimethoxy-2-(((2-methyl-[1,1'-biphenyl]-3-yl)methyl)thio)pyrimidine COC1=NC(=NC(=C1)OC)SCC=1C(=C(C=CC1)C1=CC=CC=C1)C